C1(CCCC1)N1C(N(C=2C=NC(=CC21)NC2=NC=NC(=C2)OC)C)=O 1-cyclopentyl-6-((6-methoxypyrimidin-4-yl)amino)-3-methyl-1,3-dihydro-2H-imidazo[4,5-c]pyridin-2-one